(+)-6-(3-Cyclopropoxy-2-methylphenyl)-2-(pyrimidin-2-yl)-5,6,7,8-tetrahydrophthalazin-1(2H)-one C1(CC1)OC=1C(=C(C=CC1)C1CC=2C=NN(C(C2CC1)=O)C1=NC=CC=N1)C